COC1=C(C=2C(C3=CC=CC=C3SC2C=C1)=O)OC dimethoxythioxanthone